C1=CC=CC=2C3=CC=CC=C3N(C12)C=1C=C(C=C(C1)N1C2=CC=CC=C2C=2C=CC=CC12)[Si](C1=CC=CC=C1)(C1=CC=CC=C1)C1=CC(=CC(=C1)N1C2=CC=CC=C2C=2C=CC=CC12)N1C2=CC=CC=C2C=2C=CC=CC12 bis[3,5-bis(9H-carbazole-9-yl)phenyl]diphenylsilane